1-[1-methyl-6-(4-piperidyloxy)indazol-3-yl]hexahydropyrimidine-2,4-dione CN1N=C(C2=CC=C(C=C12)OC1CCNCC1)N1C(NC(CC1)=O)=O